N-((1R,4R)-4-((ethyl(4-((2-(6-(2,2,2-trifluoroethyl)quinazolin-4-yl)-2,7-diazaspiro[3.5]nonan-7-yl)methyl)phenyl)amino)methyl)cyclohexyl)ethanesulfonamide C(C)N(C1=CC=C(C=C1)CN1CCC2(CN(C2)C2=NC=NC3=CC=C(C=C23)CC(F)(F)F)CC1)CC1CCC(CC1)NS(=O)(=O)CC